CC(C)(CCCC(C=C)C)OCC=CC1=CC=C(C=C1)CC 1-(3-((2,6-dimethyloct-7-en-2-yl)oxy)prop-1-en-1-yl)-4-ethylbenzene